CN1N=C(C=C1C(=O)N1[C@H](C2=C(CC1)NC=N2)C2=NN1C(C(=CC=C1)F)=C2)C (R)-(1,3-dimethyl-1H-pyrazol-5-yl)(4-(4-fluoropyrazolo[1,5-a]pyridin-2-yl)-6,7-dihydro-1H-imidazo[4,5-c]pyridin-5(4H)-yl)methanone